ethyl (4-((6,7-bis(2-methoxyethoxy) quinazolin-4-yl) oxy)-2,6-difluorophenyl)-2-oxoacetate COCCOC=1C=C2C(=NC=NC2=CC1OCCOC)OC1=CC(=C(C(=C1)F)C(C(=O)OCC)=O)F